(5H)-indanone C1CC2=C(C=C1)C(=O)CC2